[Si](C)(C)(C(C)(C)C)N=S(=O)(NC1CCC1)C1=CC=C(C=C1)[N+](=O)[O-] N'-(tert-butyldimethylsilyl)-N-cyclobutyl-4-nitrobenzenesulfonimidamide